Cl.CC1(NCCC1O)C 2,2-dimethylpyrrolidine-3-ol hydrochloride